C(#N)C1=CN(C2=CC=C(C=C12)NC(=O)C=1NC(NC(C1)=O)=O)C1CCCC1 N-(3-cyano-1-cyclopentyl-1H-indol-5-yl)-2,6-dioxo-1,2,3,6-tetrahydropyrimidine-4-carboxamide